BrC=1C(=NN2C1C(=CC=C2)OC)C=2NC=CC2 bromo-4-methoxy-2-(1H-pyrrol-2-yl)-pyrazolo[1,5-a]pyridine